1-(4-(4-amino-1-(1-methylpyrrolidin-3-yl)-1H-pyrazolo[3,4-d]pyrimidin-3-yl)-2-fluorophenyl)-3-(4-((4-methylpiperazin-1-yl)methyl)-3-(trifluoromethyl)phenyl)urea NC1=C2C(=NC=N1)N(N=C2C2=CC(=C(C=C2)NC(=O)NC2=CC(=C(C=C2)CN2CCN(CC2)C)C(F)(F)F)F)C2CN(CC2)C